(E)-3-((1-butyl-1H-tetrazol-5-yl)(4-cinnamylpiperazin-1-yl)methyl)phenol C(CCC)N1N=NN=C1C(C=1C=C(C=CC1)O)N1CCN(CC1)C\C=C\C1=CC=CC=C1